4-((4-(1-butyl-4-(trifluoromethyl)-1H-imidazol-2-yl)phenyl)amino)-1-(2,6-dichlorophenyl)-1H-pyrazole-3-carboxamide C(CCC)N1C(=NC(=C1)C(F)(F)F)C1=CC=C(C=C1)NC=1C(=NN(C1)C1=C(C=CC=C1Cl)Cl)C(=O)N